ClC=1C=CC(=C(C1)N(C(COC)=O)N1C(OCC1)=O)C N-(5-chloro-2-methylphenyl)-2-methoxy-N-(2-oxo-3-oxazolidinyl)-acetamide